Methyl (R)-5-(1,2-dithiolan-3-yl)pentanoate S1S[C@@H](CC1)CCCCC(=O)OC